ClC1=C(C(=NN1C)C1=NOC(=C1)C)C(=O)N1CC(CCC1)NCCC(C)C (5-chloro-1-methyl-3-(5-methylisoxazol-3-yl)-1H-pyrazol-4-yl)(3-(isopentylamino)piperidin-1-yl)methanone